N1=CN=C(C2=C1NC=C2)N[C@@H]2CC[C@@H](N(C2)C(C=C)=O)C 1-((2S,5R)-5-((7H-pyrrolo[2,3-d]pyrimidine-4-yl)amino)-2-methylpiperidin-1-yl)prop-2-en-1-one